CC=1N(C(=CC1)C)C=1C(=C(C=CC1)C[C@@H](C)N)C (R)-1-(3-(2,5-dimethyl-1H-pyrrol-1-yl)-2-methylphenyl)propan-2-amine